CC1=CC(=NC(=N1)NC(=O)NC1=NC2=CC=CC=C2C=C1)NCCNS(=O)(=O)C N-(2-((6-methyl-2-(3-(quinolin-2-yl)ureido)pyrimidin-4-yl)amino)ethyl)methanesulfonamide